N1=CC=C(C=C1)C=1N=C2C(=NC1)N=C(S2)N 6-(pyridin-4-yl)thiazolo[4,5-b]pyrazin-2-amine